C(C)(C)(C)[Si](C)(C)OC=1C(=C2C(=NN(C2=CC1)C1OCCCC1)I)OC tert-butyl-(3-iodo-4-methoxy-1-tetrahydropyran-2-yl-indazol-5-yl)oxy-dimethyl-silane